C(CCC=CCCCCCCC)[SiH2]O[SiH3] 4-dodecenyldisiloxane